O=C1NC(CCC1N1C(C=C(C=C1)C1CCN(CC1)C(=O)OC(C)(C)C)=O)=O tert-butyl 4-(1-(2,6-dioxopiperidin-3-yl)-2-oxo-1,2-dihydropyridin-4-yl)piperidine-1-carboxylate